NCCCN1C=C(C2=CC(=CC=C12)CN1CCC(CC1)CN1CCN(CC1)C1=C2CN(CC2=CC=C1)C1C(NC(CC1)=O)=O)C1=CC=C(C=C1)OC(F)(F)F 4-(4-((1-((1-(3-aminopropyl)-3-(4-(trifluoromethoxy)phenyl)-1H-indol-5-yl)methyl)piperidin-4-yl)methyl)piperazin-1-yl)-2-(2,6-dioxopiperidin-3-yl)isoindoline